C(C)(C)(C)C=1N=C(C2=C(N1)C(=CC(=N2)C2=CC=C(C=C2)OCCOC)C(=O)N)N[C@@H]2CNCC[C@H]2F tert-butyl-4-{[(3R,4R)-4-fluoropiperidin-3-yl]amino}-6-[4-(2-methoxyethoxy)phenyl]pyrido[3,2-d]pyrimidine-8-carboxamide